2-methylpropan-2-yl {[4-(3-amino-6-chloro-4-formamido-2-fluorophenyl)-3-cyanobenzo[b]thiophen-2-yl]amino}methanoate NC=1C(=C(C(=CC1NC=O)Cl)C1=CC=CC=2SC(=C(C21)C#N)NC(=O)OC(C)(C)C)F